CS(=O)(=O)C1=CC=C(C(=O)[O-])C=C1 4-methylsulfonyl-benzoate